[Si](C)(C)(C(C)(C)C)NC(CN(CC)CC)(CC)CC (t-butyldimethylsilyl)(2-diethylamino-1,1-diethyl-ethyl)-amine